C(C)(=O)O[C@H](CNC(=O)[C@]1([C@@H](CC[C@H](C1)C)C(C)C)O[Si](C)(C)C(C)(C)C)C1=CC=CC=C1 (S)-2-((1S,2S,5R)-1-((tert-butyldimethylsilyl)oxy)-2-isopropyl-5-methylcyclohexane-1-carboxamido)-1-phenylethyl acetate